NC1=CC=CC(=N1)S(=O)(=O)NC(=O)C=1C(=NC(=CC1)C1=CC(=CC(=C1)OCC(C)C)F)OC1C(CC1)C1CC1 N-[(6-Amino-2-pyridyl)sulfonyl]-2-(2-cyclopropylcyclobutoxy)-6-(3-fluoro-5-isobutoxyphenyl)pyridin-3-carboxamid